5-[(1-[2-[2-([[2,6-dimethoxy-4-(2-methyl-1-oxo-2,7-naphthyridin-4-yl)phenyl]methyl]amino)ethoxy]acetyl]azetidin-3-yl)methoxy]-2-(2,6-dioxopiperidin-3-yl)isoindole-1,3-dione COC1=C(C(=CC(=C1)C1=CN(C(C2=CN=CC=C12)=O)C)OC)CNCCOCC(=O)N1CC(C1)COC=1C=C2C(N(C(C2=CC1)=O)C1C(NC(CC1)=O)=O)=O